2,4-dichloro-3-formylbenzoate ClC1=C(C(=O)[O-])C=CC(=C1C=O)Cl